FC(C1=C(CNC(=O)C=2C=C(C=C3C=NNC23)NC(=O)C2=C(C=CC=C2)C(F)(F)F)C=CC=C1)(F)F N-[2-(trifluoromethyl)benzyl]-5-({[2-(trifluoromethyl)phenyl]carbonyl}amino)-1H-indazole-7-carboxamide